4-Ethyltetrahydro-2H-thiopyran-4-carboxylic acid 1,1-dioxide C(C)C1(CCS(CC1)(=O)=O)C(=O)O